(S)-6-(2-amino-6-fluoro-5-(4-(2-isopropylmorpholino)-3-(trifluoromethyl)phenyl)pyridin-3-yl)-3,4-dihydroisoquinolin-1(2H)-one NC1=NC(=C(C=C1C=1C=C2CCNC(C2=CC1)=O)C1=CC(=C(C=C1)N1C[C@@H](OCC1)C(C)C)C(F)(F)F)F